C(C=C)(=O)NN[C@@H]([C@H](O)C)C(=O)O acrylamido-threonine